methyl 2-{[(tert-butyldimethylsilyl)oxy]methyl}pyrimidine-4-carboxylate [Si](C)(C)(C(C)(C)C)OCC1=NC=CC(=N1)C(=O)OC